5-methyl-1-[6-[5-[(6-methylpyridazin-3-yl)amino]-6-(oxetan-3-yloxy)benzimidazol-1-yl]-3-(trifluoromethyl)-2-pyridyl]pyrazole-3-carbonitrile CC1=CC(=NN1C1=NC(=CC=C1C(F)(F)F)N1C=NC2=C1C=C(C(=C2)NC=2N=NC(=CC2)C)OC2COC2)C#N